(R)-2-((4-((1-(2-methyl-3-(trifluoromethyl)phenyl)ethyl)amino)-6-morpholinophthalazin-1-yl)methyl)isoindoline-1,3-dione CC1=C(C=CC=C1C(F)(F)F)[C@@H](C)NC1=NN=C(C2=CC=C(C=C12)N1CCOCC1)CN1C(C2=CC=CC=C2C1=O)=O